C(C1=CC=CC=C1)OC1=C(C(=O)N2CC3=CC=C(C=C3C2)C(=O)N(C)C)C(=CC(=C1C)O)O 2-(2-(benzyloxy)-4,6-dihydroxy-3-methylbenzoyl)-N,N-dimethylisoindoline-5-carboxamide